N-hydroxy-4-(4-isopropoxybenzyl)-3-oxo-3,4-dihydro-2H-benzo[b][1,4]oxazine-6-carboxamide ONC(=O)C1=CC2=C(OCC(N2CC2=CC=C(C=C2)OC(C)C)=O)C=C1